1-[4-[benzenesulfonyl(methyl)amino]phenyl]-5-fluoro-9H-pyrido[3,4-b]indole-3-carboxylic acid C1(=CC=CC=C1)S(=O)(=O)N(C1=CC=C(C=C1)C1=NC(=CC2=C1NC1=CC=CC(=C21)F)C(=O)O)C